N-(1,1-dimethylsilocan-4-yl)-4,6-bis(trifluoromethyl)-1H-indole-2-carboxamide C[Si]1(CCC(CCCC1)NC(=O)C=1NC2=CC(=CC(=C2C1)C(F)(F)F)C(F)(F)F)C